(10Z)-10,12-tridecadiene-1-ol C(CCCCCCCC\C=C/C=C)O